OC1=C(C=CC(=C1)O)C=1N=C(SC1)NC(C(C)(C)C)=O N-(4-(2,4-dihydroxyphenyl)thiazol-2-yl)pivalamide